6,6-difluoro-1-(3-methoxyphenyl)-3-azabicyclo[3.1.0]hexane-3-carboxylic acid tert-butyl ester C(C)(C)(C)OC(=O)N1CC2(C(C2C1)(F)F)C1=CC(=CC=C1)OC